ClC1=C(C(=CC(=C1)NC([C@@H](CO)C1=CC=C(C=C1)S(=O)(=O)CC)=O)Cl)C1=C(C=CC=C1)OC(F)(F)F (R)-N-(2,6-dichloro-2'-(trifluoromethoxy)-[1,1'-biphenyl]-4-yl)-2-(4-(ethylsulfonyl)phenyl)-3-hydroxypropionamide